tert-butyl 4-((5-(4-(tert-butoxycarbonyl) piperazin-1-yl) pyridin-2-yl) amino)-7-chloro-1,1-dimethyl-3-oxoisoindoline-2-carboxylate C(C)(C)(C)OC(=O)N1CCN(CC1)C=1C=CC(=NC1)NC1=C2C(N(C(C2=C(C=C1)Cl)(C)C)C(=O)OC(C)(C)C)=O